BrC=1C=C(C=C(C1)CN1C(C2=CC=CC=C2C1=O)=O)CN1C(C2=CC=CC=C2C1=O)=O 2,2'-((5-Bromo-1,3-phenylene)bis(methylene))bis(isoindoline-1,3-dione)